C(CC)N1[C@@H]2CCC3=C([C@H]2C=2C=CC(=CC2C1)OC)C=C(C(=C3)Cl)O (6aR,12bS)-(+)-N-propyl-3-methoxy-10-chloro-11-hydroxy-5,6,6a,7,8,12b-hexahydrobenzo[a]phenanthridine